(S)-ethyl 8-(2-amino-6-((R)-1-(3'-(tert-butyl)-3-(3-methyl-1H-pyrazol-1-yl)-[1,1'-biphenyl]-4-yl)-2,2,2-trifluoroethoxy)pyrimidin-4-yl)-2,8-diazaspiro[4.5]decane-3-carboxylate NC1=NC(=CC(=N1)N1CCC2(C[C@H](NC2)C(=O)OCC)CC1)O[C@@H](C(F)(F)F)C1=C(C=C(C=C1)C1=CC(=CC=C1)C(C)(C)C)N1N=C(C=C1)C